The molecule is a 3-oxo-5alpha- steroid that is zymosterol which has been substituted by a methyl group at C-4, and in which the 3-hydroxy function has been oxidised to an oxo group. It has a role as a human metabolite, a Saccharomyces cerevisiae metabolite and a mouse metabolite. It is a cholestanoid and a 3-oxo-5alpha-steroid. It derives from a zymosterol. CC1[C@@H]2CCC3=C([C@]2(CCC1=O)C)CC[C@]4([C@H]3CC[C@@H]4[C@H](C)CCC=C(C)C)C